FC1=C(C=C2C=CN(C2=C1)CC1=CC(=CC=C1)C(F)(F)F)NC(C=C)=O N-(6-fluoro-1-(3-(trifluoromethyl)-benzyl)-1H-indol-5-yl)acrylamide